FC1=C(C=CC=C1)N1C(=NN=C1C1=CC=CC=C1)C1CC(C1)NC(=O)C1=CC=NC2=CC=CN=C12 N-((1S,3r)-3-(4-(2-fluorophenyl)-5-phenyl-4H-1,2,4-triazol-3-yl)cyclobutyl)-1,5-naphthyridine-4-carboxamide